N-methyl-2-((1-((1-methylcyclopropyl)sulfonyl)cyclopropyl)methoxy)-4-nitropyridin-3-amine CNC=1C(=NC=CC1[N+](=O)[O-])OCC1(CC1)S(=O)(=O)C1(CC1)C